P(=O)(OCC[N+](C)(C)C)([O-])[O-] (2-(trimethylammonio)ethyl) phosphate